6-[(4-chloro-5-methyl-pyrazol-1-yl)methyl]-2-(3,4-dichlorophenyl)-1-ethyl-4-oxo-pyridine-3-carboxylic acid ClC=1C=NN(C1C)CC1=CC(C(=C(N1CC)C1=CC(=C(C=C1)Cl)Cl)C(=O)O)=O